NC1=CC=C(C(=O)N2[C@H](CC2)C(=O)NC=2SC=C(N2)C2=CC(=CC=C2)C2=CC(=NC(=C2)C)C)C=C1 (R)-1-(4-aminobenzoyl)-N-(4-(3-(2,6-dimethylpyridin-4-yl)phenyl)thiazol-2-yl)azetidine-2-carboxamide